5-chloro-2-{(5R)-5-methyl-4-[5-methyl-2-(2H-1,2,3-triazol-2-yl)benzoyl]-1,4-diazepan-1-yl}-1,3-benzoxazole ClC=1C=CC2=C(N=C(O2)N2CCN([C@@H](CC2)C)C(C2=C(C=CC(=C2)C)N2N=CC=N2)=O)C1